COC1=NC=CC2=CC=CC=C12 1-methoxyisoquinolin